O[C@@H](CN1C[C@H]([C@@H](C1)C)COC1=CC=C(C=C1)S(=O)(=O)C)C=1C=C(C=C(C1)C#N)C#N 5-[(1R)-1-hydroxy-2-[(3S,4S)-3-[(4-methanesulfonylphenoxy)methyl]-4-methylpyrrolidin-1-yl]ethyl]benzene-1,3-dicarbonitrile